CC1=CC=CC=C1N=C=NC2=CC=CC=C2C N,N'-bis(2-methylphenyl)carbodiimide